C(=O)O.NC1=NN=C(C2=CC(=CC=C12)C1=CC(=CC2=C1N=C(O2)C)B(O)O)C [4-(1-AMINO-4-METHYLPHTHALAZIN-6-YL)-2-METHYL-1,3-BENZOXAZOL-6-YL]BORONIC ACID FORMIC ACID SALT